ClC=1SC(=CN1)C(=O)OCC ethyl 2-chloro-1,3-thiazole-5-carboxylate